Cis-5-(4-cyclohexylphenyl)-3-(3-(fluoromethyl)-2-methylazetidine-1-carbonyl)-2-(pyrazin-2-yl)pyrazolo[1,5-a]pyrimidin C1(CCCCC1)C1=CC=C(C=C1)C1=NC=2N(C=C1)N=C(C2C(=O)N2[C@H]([C@H](C2)CF)C)C2=NC=CN=C2